C(CCCCCC)C=1C(=C(C=CC1)OC(NC1=CC=CC=C1)=O)CCCCCCC N-phenylcarbamic acid (diheptylphenyl) ester